NCC1=CC=C(CN(C(OC(C)(C)C)=O)C)C=C1 tert-butyl (4-(aminomethyl)benzyl)(methyl)carbamate